tert-butyl N-[4-(5-fluoroindolin-4-yl)cyclohexyl]-N-methylcarbamate FC=1C(=C2CCNC2=CC1)C1CCC(CC1)N(C(OC(C)(C)C)=O)C